CC1N(CC(C12CCN(CC2)CC2=CN(C1=CC=CC=C21)C)C(=O)OC2(CC(C2)COCC2=CC=CC=C2)C2=CC=CC=C2)CCC2=CC=CC=C2 1-phenyl-3-(benzyloxy)methylcyclobutanol Methyl-8-((1-methyl-1H-indol-3-yl)methyl)-2-phenethyl-2,8-diazaspiro[4.5]decane-4-carboxylate